N1N=CC(=C1)C1=CC=C(C=C1)N1CCC(CC1)CN1C(C2(CC1)CCCCC2)=O 2-((1-(4-(1H-pyrazol-4-yl)phenyl)piperidin-4-yl)methyl)-2-azaspiro[4.5]decan-1-one